C(C)O[Si](OC(C)(C)C)(OC1=CC=CC=C1)OCC diethoxyphenoxytert-butoxysilane